(R)-(5-(pyrazin-2-yl)-1,3,4-oxadiazol-2-yl)(4-(4-(trifluoromethyl)pyrazolo[1,5-a]pyridin-2-yl)-6,7-dihydro-1H-imidazo[4,5-c]pyridin-5(4H)-yl)methanone N1=C(C=NC=C1)C1=NN=C(O1)C(=O)N1[C@H](C2=C(CC1)NC=N2)C2=NN1C(C(=CC=C1)C(F)(F)F)=C2